alpha-fluoro-5alpha-hydroxy-6beta-[2-(1H-imidazol-4-yl)ethylamino]Cholestane FC(CC=1N=CNC1)N[C@@H]1C[C@H]2[C@@H]3CC[C@H]([C@@H](CCCC(C)C)C)[C@]3(CC[C@@H]2[C@]2(CCCC[C@]12O)C)C